N-(3-(furan-3-yl)-1-(tetrahydro-2H-pyran-2-yl)-1H-pyrazolo[3,4-c]pyridin-5-yl)-1,1-diphenylmethanimine O1C=C(C=C1)C1=NN(C2=CN=C(C=C21)N=C(C2=CC=CC=C2)C2=CC=CC=C2)C2OCCCC2